C(=CCCCCCCCCCCCCCC)C#N hexadecenecarbonitrile